Tetraaminophenol NC=1C(=C(C(=C(C1)O)N)N)N